(+)-glutamine N[C@@H](CCC(N)=O)C(=O)O